C(C1=CC=CC=C1)OC=1C=C2CN(C(C2=CC1)=O)C 5-(benzyloxy)-2-methylisoindol-1-one